CC1=NC(=CC=C1S(=O)(=O)NC1=NC=NC=C1)O[C@@H]1[C@H](C[C@H](CC1)C1=CC(=CC=C1)C(F)(F)F)N1CCCC1 |r| 2-methyl-N-pyrimidin-4-yl-6-[rac-(1S,2S,4S)-2-pyrrolidin-1-yl-4-[3-(trifluoromethyl)-phenyl]cyclohexoxy]pyridine-3-sulfonamide